CS(=O)(=O)NN1CCCC1 (4s)-Methanesulfonylamino-Pyrrolidine